1-(4-hydroxy-3,5-dimethylphenyl)-1,3,3,4,6-pentamethyl-2,3-dihydro-1H-inden-5-ol OC1=C(C=C(C=C1C)C1(CC(C2=C(C(=C(C=C12)C)O)C)(C)C)C)C